1-(3-chloropyridin-2-yl)-3-(thietane-3-yloxy)-1H-pyrazole-5-carboxylic acid ClC=1C(=NC=CC1)N1N=C(C=C1C(=O)O)OC1CSC1